bis[(2-methoxyphenyl)phenylphosphino]Methane COC1=C(C=CC=C1)P(C1=CC=CC=C1)CP(C1=C(C=CC=C1)OC)C1=CC=CC=C1